4-((((1S,3s)-3-(fluoromethyl)-3-hydroxycyclobutyl)methyl)amino)-3-nitrobenzenesulfonamide FCC1(CC(C1)CNC1=C(C=C(C=C1)S(=O)(=O)N)[N+](=O)[O-])O